dicyclohexyl-(3-ethylphenyl)phosphonium tetrafluoroborate F[B-](F)(F)F.C1(CCCCC1)[PH+](C1=CC(=CC=C1)CC)C1CCCCC1